bis(fluorene) nickel [Ni].C1=CC=CC=2C3=CC=CC=C3CC12.C1=CC=CC=2C3=CC=CC=C3CC12